hydroxydecan-4-yl (2-(dimethylamino)ethyl)carbamate CN(CCNC(OC(CCC)CCCCCCO)=O)C